C(C)C=1C=C(C=CC1)B(O)O 3-ETHYLPHENYLBORONIC ACID